ClC=1C(=CC(=C(CN[C@@H](CO)C(=O)O)C1)OCC=1C=NC=C(C1)C#N)OCC1=C(C(=CC=C1)C1=C2CCN(C2=CC=C1)CCCN1CCC(CC1)(C(=O)O)O)C N-(5-chloro-2-((5-cyanopyridin-3-yl)methoxy)-4-(3-(1-(3-(4-hydroxy-4-carboxypiperidin-1-yl)Propyl)indoline-4-yl)-2-methylbenzyloxy)benzyl)-L-serine